(R)-N-((5-bromo-4-methylpyridin-2-yl)methyl)-4-(2-(3-fluoro-4-methylphenyl)-2H-pyrazolo[3,4-d]pyrimidin-4-yl)-1-methylpiperazine-2-carboxamide BrC=1C(=CC(=NC1)CNC(=O)[C@@H]1N(CCN(C1)C=1C=2C(N=CN1)=NN(C2)C2=CC(=C(C=C2)C)F)C)C